(R)-N4-(1-(3-amino-5-(trifluoromethyl)phenyl)ethyl)-6-bromo-N7-isopropyl-2-methylquinazoline-4,7-Diamine NC=1C=C(C=C(C1)C(F)(F)F)[C@@H](C)NC1=NC(=NC2=CC(=C(C=C12)Br)NC(C)C)C